(3-((tert-Butyldimethylsilyl)oxy)-2-fluorophenyl)-8-(2-fluorobenzyl)-2-(furan-2-ylmethyl)imidazo[1,2-a]pyrazin-3(7H)-one [Si](C)(C)(C(C)(C)C)OC=1C(=C(C=CC1)C1=CNC(=C2N1C(C(=N2)CC=2OC=CC2)=O)CC2=C(C=CC=C2)F)F